(1S,2R,3R,5R)-3-((R)-1-(4-chlorophenyl)ethyl)-5-((E)-6-hydrazineylidene-3,6-dihydro-9H-purin-9-yl)cyclopentane-1,2-diol ClC1=CC=C(C=C1)[C@H](C)[C@@H]1[C@H]([C@H]([C@@H](C1)N1C=2NC=N/C(/C2N=C1)=N/N)O)O